7-(1-Methylpyrazol-3-yl)-N-[1-(6-methylpyridazin-3-yl)ethyl]-4-tetrahydropyran-4-yl-phthalazin-1-amin CN1N=C(C=C1)C1=CC=C2C(=NN=C(C2=C1)NC(C)C=1N=NC(=CC1)C)C1CCOCC1